1-(3-(furo[3,2-b]pyridin-5-yl)-6-(3-methoxypropyl)pyrazin-2-yl)piperidine-4-carboxylic acid O1C=CC2=NC(=CC=C21)C=2C(=NC(=CN2)CCCOC)N2CCC(CC2)C(=O)O